4-ethylenedioxyoxazine-2,5-dithiol C1OC2=CN(OC(=C2S)OC1)S